4-[4-[tert-butyl(dimethyl)silyl]oxyanilino]-1,5-dimethyl-pyrrole-2-carbonitrile [Si](C)(C)(C(C)(C)C)OC1=CC=C(NC=2C=C(N(C2C)C)C#N)C=C1